(R)-4-(2-(6-chloro-1H-indol-4-yl)-7-(methylsulfonyl)-7H-pyrrolo[2,3-d]pyrimidin-4-yl)-3-methylmorpholine ClC1=CC(=C2C=CNC2=C1)C=1N=C(C2=C(N1)N(C=C2)S(=O)(=O)C)N2[C@@H](COCC2)C